1,3-bis-(2,6-diethylphenyl)-2-iodoimidazolium tetrafluoroborate F[B-](F)(F)F.C(C)C1=C(C(=CC=C1)CC)N1C(=[N+](C=C1)C1=C(C=CC=C1CC)CC)I